FC=1C(=C(C=CC1)C1=CC(=C(C=C1)OC)NC1=NC=NC2=CC(=C(C=C12)OC1CN(C1)C(C=C)=O)OC)C 1-(3-((4-((3'-fluoro-4-methoxy-2'-methyl-[1,1'-biphenyl]-3-yl)amino)-7-methoxy-quinazolin-6-yl)oxy)azetidin-1-yl)prop-2-en-1-one